C(CCC)N1N=C2C(=NC=3C=CC=C(C3C2=C1)OCCC(C)C)N 2-Butyl-9-(isopentyloxy)-2H-pyrazolo[3,4-c]quinolin-4-amine